2-phenyl-1,3-propanediol dicarbamate C(N)(=O)OCC(COC(N)=O)C1=CC=CC=C1